O=C1NC(CCC1N1C(C2=CC(=C(C=C2C1=O)N1CCN(CC1)CCCCOC1=CC=C(C=C1)C1CCN(CC1)C=1C=CC(=C2C(=CNC12)C#N)C)F)=O)=O 7-{4-[4-(4-{4-[2-(2,6-Dioxopiperidin-3-yl)-6-fluoro-1,3-dioxo-2,3-dihydro-1H-isoindol-5-yl]piperazin-1-yl}butoxy)phenyl]piperidin-1-yl}-4-methyl-1H-indole-3-carbonitrile